CO[Si](OC)(OC)CCCC1=CC=C(C=C)C=C1 4-((trimethoxysilyl)propyl)styrene